2-bromo-4-iodobenzene BrC1=CC=CC(=C1)I